FC1=CNC2=C(C=C(C=C12)OC)C 3-fluoro-5-methoxy-7-methyl-1H-indol